4,4'-dinonyl-2,2'-bipyridyl C(CCCCCCCC)C1=CC(=NC=C1)C1=NC=CC(=C1)CCCCCCCCC